(S)-7-(5-methylfuran-2-yl)-3-((6-(([tetrahydrofuran-3-yl]oxy)methyl)pyridin-2-yl)methyl)-3H-[1,2,3]triazolo[4,5-d]pyrimidin-5-amine CC1=CC=C(O1)C=1C2=C(N=C(N1)N)N(N=N2)CC2=NC(=CC=C2)CO[C@@H]2COCC2